L-alanine-3,3-dimethylcycloButyl ester CC1(CC(C1)OC([C@@H](N)C)=O)C